C1(CC1)NC/C=C/C(=O)Cl (E)-4-(cyclopropylamino)-2-butenoyl chloride